1-methylindazol-4-amine CN1N=CC=2C(=CC=CC12)N